ClC=1C=CC2=C(N(CC(O2)C(=O)NC23CC(C2)(C3)NC(COC3=CC(=C(C=C3)Cl)F)=O)C(=O)C3C(C3)(F)F)C1 6-chloro-N-{3-[2-(4-chloro-3-fluorophenoxy)acetamido]bicyclo[1.1.1]pent-1-yl}-4-(2,2-difluorocyclopropane-1-carbonyl)-3,4-dihydro-2H-1,4-benzoxazine-2-carboxamide